ClC1=NC=C(C(=N1)N)C1=C(C(=CC=C1)C)Cl 2-chloro-5-(2-chloro-3-methylphenyl)pyrimidin-4-amine